5-Carbamoyl-pyridin-3-yl (S)-4-(3-carbamoyl-4-chlorobenzyl)-2-methyl-piperazine-1-carboxylate C(N)(=O)C=1C=C(CN2C[C@@H](N(CC2)C(=O)OC=2C=NC=C(C2)C(N)=O)C)C=CC1Cl